fluoroadipic anhydride FC1C(=O)OC(CCC1)=O